methyl 5-bromo-6-(((tert-butoxycarbonyl)amino)methyl)picolinate BrC=1C=CC(=NC1CNC(=O)OC(C)(C)C)C(=O)OC